1-(7-chlorobenzo[d][1,3]dioxol-5-yl)cyclopropanecarboxylic acid ClC1=CC(=CC2=C1OCO2)C2(CC2)C(=O)O